3-bromo-1-(3-chloropyridin-2-yl)-N-(1-(prop-2-yn-1-ylcarbamoyl)cyclopropyl)-1H-pyrazole-5-carboxamide BrC1=NN(C(=C1)C(=O)NC1(CC1)C(NCC#C)=O)C1=NC=CC=C1Cl